N1=CC(=CC=C1)C1=C(NC=C1C=1C=NC=CC1)C(=O)OCC ethyl 3,4-bis(pyridin-3-yl)-1H-pyrrole-2-carboxylate